di([1,1'-biphenyl]-4-yl)phosphine oxide C1(=CC=C(C=C1)P(C1=CC=C(C=C1)C1=CC=CC=C1)=O)C1=CC=CC=C1